C1(CC1)N(CC[C@@H](C(=O)O)NC(=O)C1(COC1)C1=CC=CC=C1)CCCCC1=NC=2NCCCC2C=C1 (S)-4-(cyclopropyl(4-(5,6,7,8-tetrahydro-1,8-naphthyridin-2-yl)butyl)amino)-2-(3-phenyloxetane-3-carboxamido)butanoic acid